C1=CC=C(C=C1)C2=CC=CC=C2C(=O)O biphenylcarboxylic acid